5-(2-(3-fluoro-5-methoxyphenyl)-1H-pyrrolo[2,3-b]pyridin-4-yl)-1H-indazol-3-amine FC=1C=C(C=C(C1)OC)C1=CC=2C(=NC=CC2C=2C=C3C(=NNC3=CC2)N)N1